NCC1=CC=C(C=C1)NS(=O)(=O)C(F)(F)F N-[4-(aminomethyl)phenyl]-1,1,1-trifluoro-methanesulfonamide